BrC1=C(C=C2C(N(C(C2=C1)(C)C)C)=O)C#N 6-bromo-1,1,2-trimethyl-3-oxoisoindoline-5-carbonitrile